FC1=CC=C(C=C1)NC1=CC(=C(C=C1)N)C(F)(F)F N4-(4-fluorophenyl)-2-(trifluoromethyl)benzene-1,4-diamine